N,N'-bis(4-aminobenzoyl)-4,4'-diamino-3,3-dihydroxybiphenyl NC1=CC=C(C(=O)NC=2C(CC(=CC2)C2=CC=C(C=C2)NC(C2=CC=C(C=C2)N)=O)(O)O)C=C1